(S)-1-(benzo[d][1,3]dioxol-5-yl)-N-methylbutan-2-amine O1COC2=C1C=CC(=C2)C[C@H](CC)NC